5-amino-3-(1-phenylethyl)-1,2,3-oxadiazol-3-ium chloride [Cl-].NC1=C[N+](=NO1)C(C)C1=CC=CC=C1